CN1CCN(CC1)C=1C=CC(=NC1)C=O 5-(4-methylpiperazin-1-yl)pyridine-2-carbaldehyde